6-fluoro-1-methyl-N-(1-methylcyclopropyl)-3-(6-methylpyridazin-3-yl)-2-oxo-benzimidazole-5-sulfonamide FC=1C(=CC2=C(N(C(N2C=2N=NC(=CC2)C)=O)C)C1)S(=O)(=O)NC1(CC1)C